ethyl 3-((S)-oxetan-2-ylmethyl)-2-((4-(2-phenyl-2,3-dihydrobenzo[b][1,4]dioxin-5-yl) piperidin-1-yl) methyl)-3H-imidazo[4,5-b]pyridine-5-carboxylate O1[C@@H](CC1)CN1C(=NC=2C1=NC(=CC2)C(=O)OCC)CN2CCC(CC2)C2=CC=CC=1OC(COC12)C1=CC=CC=C1